4-(((1R,2S)-2-hydroxy-2,3-dihydro-1H-inden-1-yl)amino)-3-methoxy-N-(5-(5-methyl-1H-pyrazol-1-yl)-1,3,4-thiadiazol-2-yl)-2-oxo-2H-pyran-6-carboxamide O[C@@H]1[C@@H](C2=CC=CC=C2C1)NC1=C(C(OC(=C1)C(=O)NC=1SC(=NN1)N1N=CC=C1C)=O)OC